N-{3-[2-(4-chloro-3-fluorophenoxy)acetamido]bicyclo[1.1.1]pentan-1-yl}-3-ethyl-1H-pyrazole-5-carboxamide ClC1=C(C=C(OCC(=O)NC23CC(C2)(C3)NC(=O)C3=CC(=NN3)CC)C=C1)F